ClC1=CC(=C(C=C1)CC(C)(C)NC(=O)C=1C=C2C(=NC1)N(C=C2)C)F N-(1-(4-chloro-2-fluorophenyl)-2-methylpropan-2-yl)-1-methyl-1H-pyrrolo[2,3-b]pyridine-5-carboxamide